(1R,4R)-4-(((5-fluoro-2-((1-(2-methoxy-ethyl)-1H-pyrazol-4-yl)amino)pyrimidin-4-yl)oxy)methyl)cyclohexan FC=1C(=NC(=NC1)NC=1C=NN(C1)CCOC)OCC1CCCCC1